tert-butyl ((1r,4r)-4-(((1-(4-(2,6-dioxopiperidin-3-yl)-2-methylphenyl)piperidin-4-yl)methyl)(methyl)amino)cyclohexyl)carbamate O=C1NC(CCC1C1=CC(=C(C=C1)N1CCC(CC1)CN(C1CCC(CC1)NC(OC(C)(C)C)=O)C)C)=O